C(CCCCCC)(=O)O.C[C@]12CC3(CC(C[C@@](C1)(C3)C)C2)NC(NC2=CC=C(C=C2)S(=O)(=O)N)=O (4-(3-((1r,3R,5S,7r)-3,5-dimethyladamantan-1-yl)ureido)phenyl)sulfonamide heptanoate